heptadecan-9-yl (E)-8-((3-(N'-(methylsulfonyl)formimidamido)propyl)(8-oxo-8-(undecan-3-yloxy)octyl)amino)octanoate CS(=O)(=O)/N=C/NCCCN(CCCCCCCC(=O)OC(CCCCCCCC)CCCCCCCC)CCCCCCCC(OC(CC)CCCCCCCC)=O